C(C)[Si](CCCC(=O)O)(OCC)CC 4-Diethylethoxysilylbutyric acid